C(C)(=O)NC=1N=C2N(N=C(C=C2)C=2C=CC(=C(C(=O)NCC3=C(C=CC=C3C=3C=NN(C3)C)F)C2)C)C1 5-{2-acetamidoimidazo[1,2-b]pyridazin-6-yl}-N-{[2-fluoro-6-(1-methyl-1H-pyrazol-4-yl)phenyl]methyl}-2-methylbenzamide